2'-amino-5-(2-fluorobutoxy)-6'-mercapto-[2,4'-bipyridine]-3',5'-dicarbonitrile NC1=NC(=C(C(=C1C#N)C1=NC=C(C=C1)OCC(CC)F)C#N)S